BrC=1N=C(C(=NC1)N)CC1=C(C=CC=C1)F 5-bromo-3-(2-fluorobenzyl)pyrazin-2-amine